BrC=1C=CC2=C(N=C(O2)C(=O)NC2=CC(=CC=C2)[C@]2(NC(N(S(C2)(=O)=O)C)=N)C)C1 (R)-5-bromo-N-(3-(3-imino-2,5-dimethyl-1,1-dioxo-1,2,4-thiadiazin-5-yl)phenyl)benzo[d]oxazole-2-carboxamide